NC1=CC(C2=CC=CC=C2C1=O)=O 3-amino-1,4-naphthoquinone